C(CCCC\C=C/CCCCCC)=O (Z)-6-tridecenal